(Z)-4-(1,4,4,4-tetrafluoro-3-(3,4,5-trichlorophenyl)but-1-en-1-yl)-2-(trifluoromethyl)-N'-(4-(trifluoromethyl)phenyl)benzoyl-hydrazine F\C(=C/C(C(F)(F)F)C1=CC(=C(C(=C1)Cl)Cl)Cl)\C1=CC(=C(C(=O)NNC2=CC=C(C=C2)C(F)(F)F)C=C1)C(F)(F)F